ClC1=CC2=C(S1)C1(CCN(CC1)CC=1C=NN(C1)CCS(=O)(=O)C)OCC2O 2-chloro-1'-[[1-(2-methylsulfonylethyl)pyrazol-4-yl]methyl]spiro[4,5-dihydrothieno[2,3-c]pyran-7,4'-piperidine]-4-ol